isopropyl α-trimethylsilylpropionate C[Si](C(C(=O)OC(C)C)C)(C)C